C(=O)(O)CCC(=O)N1CC2=CC(=C(C=C2C1)OCCCOC1=C(C=C2C(=N1)SC(=C2)C(C[C@@H](C(=O)O)C)=O)OC)OC (S)-4-(6-(3-((2-(3-carboxy-propanoyl)-6-methoxy-isoindolin-5-yl)oxy)propoxy)-5-methoxythieno[2,3-b]pyridin-2-yl)-2-methyl-4-oxobutanoic acid